N-(6-(5-chloro-6-fluoro-7-(isopropylamino)-1H-indazol-4-yl)imidazo[1,2-a]pyrazin-2-yl)-2-(pyridin-3-yl)acetamide ClC=1C(=C2C=NNC2=C(C1F)NC(C)C)C=1N=CC=2N(C1)C=C(N2)NC(CC=2C=NC=CC2)=O